Methyl 4-carbamoyl-1,2,5-thiadiazole-3-carboxylate C(N)(=O)C=1C(=NSN1)C(=O)OC